O=C(CCCCCCCCCCCCCC(=O)O)C 15-oxo-hexadecanoic acid